(S)-1-(2-(4-((3-Methylchinolin-5-yl)amino)piperidin-1-yl)acetyl)pyrrolidin-2-carbonitril CC=1C=NC2=CC=CC(=C2C1)NC1CCN(CC1)CC(=O)N1[C@@H](CCC1)C#N